2-((6-(2-Chloro-3-(3-chloro-2-(4-((((1r,4r)-4-hydroxycyclohexyl)-amino)-methyl)-3-methoxyphenyl)pyridin-4-yl)phenyl)-2-methoxypyridin-3-yl)methyl)-2,6-diazaspiro[3.4]octan-7-one ClC1=C(C=CC=C1C1=C(C(=NC=C1)C1=CC(=C(C=C1)CNC1CCC(CC1)O)OC)Cl)C1=CC=C(C(=N1)OC)CN1CC2(C1)CNC(C2)=O